CC(C)C(C(CC)C)O 2,4-dimethyl-3-hexanol